N,N-dimethyl O,O'-diethyl phosphoramidate CCOP(=O)(N(C)C)OCC